ClC1=CC=C(C(=N1)C(F)(F)F)S(=O)(=O)NC=1C=CC=C2C=CC=NC12 6-chloro-N-(quinolin-8-yl)-2-(trifluoromethyl)pyridine-3-sulfonamide